FC(C1=NN=C(O1)C=1C=CC(=NC1)CN1C(N(C2=C1C=CC(=C2)C2=CC(=CC=C2)F)C2CCN(CC2)C)=O)F 1-((5-(5-(difluoromethyl)-1,3,4-oxadiazol-2-yl)pyridin-2-yl)methyl)-5-(3-fluorophenyl)-3-(1-methylpiperidin-4-yl)-1,3-dihydro-2H-benzo[d]imidazol-2-one